2-fluoro-4-(6-(3-fluoro-4-methoxyphenyl)-1-methyl-2-morpholinyl-1H-imidazo[4,5-b]pyrazin-5-yl)benzonitrile FC1=C(C#N)C=CC(=C1)C=1N=C2C(=NC1C1=CC(=C(C=C1)OC)F)N(C(=N2)N2CCOCC2)C